benzo[b]thiophene-5-methanol hydrochloride Cl.S1C2=C(C=C1)C=C(C=C2)CO